(2-chloro-5-fluoropyrimidin-4-yl)-4-fluoro-1-isopropyl-2-methyl-1H-benzo[d]imidazole ClC1=NC=C(C(=N1)C1=C(C2=C(N(C(=N2)C)C(C)C)C=C1)F)F